C(O)(O)=O.[Ca] Calcium carbonic acid